4-nitrophenyl (3'R)-2-oxo-[1,3'-bipiperidine]-1'-carboxylate O=C1N(CCCC1)[C@H]1CN(CCC1)C(=O)OC1=CC=C(C=C1)[N+](=O)[O-]